1,4,7,10,13,16-hexaazacyclohexadecaneN N1=CCNCCNCCNCCNCCN1